C(C1=CC=CC=C1)N1C2CN(CC1C2)C2=CC=C(C=N2)C=2C=1N(C=C(N2)C=2C=NN(C2)C2CCN(CC2)C(=O)OC(C)(C)C)N=CC1C#N tert-butyl 4-(4-(4-(6-(6-benzyl-3,6-diazabicyclo[3.1.1]heptan-3-yl)pyridin-3-yl)-3-cyanopyrazolo[1,5-a]pyrazin-6-yl)-1H-pyrazol-1-yl)piperidine-1-carboxylate